BrC1=CC2=CN(N=C2C=C1OC)[C@H]1[C@@H](C[C@@]2(CCN(C2)C)CC1)C |r| rac-(5r,7r,8r)-8-(5-bromo-6-methoxy-2H-indazol-2-yl)-2,7-dimethyl-2-azaspiro[4.5]decane